C1(CC1)\N=C/C1=C(C=C(C=C1)C(F)(F)F)O (Z)-2-((cyclopropylimino)methyl)-5-(trifluoromethyl)phenol